5-(2-Cyclohexyl-1H-pyrrolo[2,3-b]pyridin-4-yl)-1H-indazol-3-amine C1(CCCCC1)C1=CC=2C(=NC=CC2C=2C=C3C(=NNC3=CC2)N)N1